8-isopropyl-6,7-dimethoxy-1,1-dimethyl-2,10-dihydro-1H-dibenzo[a,d][7]annulen-2-yl acetate C(C)(=O)OC1C(C=2C(=CC3=C(CC2)C=C(C(=C3OC)OC)C(C)C)C=C1)(C)C